NC/C(/COC1=CC=C(C=C1)S(=O)(=O)C[C@@H](CN1C(C2(CC1)CCCC2)=O)C)=C\F (R,E)-2-(3-((4-((2-(aminomethyl)-3-fluoroallyl)oxy)phenyl)sulfonyl)-2-methylpropyl)-2-azaspiro[4.4]nonan-1-one